tert-butyl (3S,5S)-4-(6-((5-bromo-1-methyl-2-oxo-1,2-dihydropyridin-3-yl)amino)pyridin-3-yl)-3,5-dimethylpiperazine-1-carboxylate BrC=1C=C(C(N(C1)C)=O)NC1=CC=C(C=N1)N1[C@H](CN(C[C@@H]1C)C(=O)OC(C)(C)C)C